7-(4-(3-fluoropropyl)piperazin-1-yl)-4-methylpyrido[3,4-d]pyridazin FCCCN1CCN(CC1)C1=CC=2C(=C(N=NC2)C)C=N1